4-(8-(((R)-2,2-difluorocyclopropyl)sulfonyl)-3,8-diazabicyclo[3.2.1]oct-3-yl)-6-(1-methyl-1H-pyrazol-4-yl)pyrrolo[1,2-b]pyridazine FC1([C@@H](C1)S(=O)(=O)N1C2CN(CC1CC2)C=2C=1N(N=CC2)C=C(C1)C=1C=NN(C1)C)F